C1(=CC=CC=C1)[C@@H](C)NC1CCCC=2C3=CC(=CC=C3NC12)C=1C=NC(=CC1)C(F)(F)F N-((R)-1-phenylethyl)-6-(6-(trifluoromethyl)pyridin-3-yl)-2,3,4,9-tetrahydro-1H-carbazole-1-amine